O1CCN(CC1)CCN 2-morpholinoethylamine